ClC1=CC=2N(C=C1C1CC(N(C(C1)([2H])[2H])S(=O)(=O)C=1N=NN(C1)C)([2H])[2H])N=CN2 7-chloro-6-(1-((1-methyl-1H-1,2,3-triazol-4-yl)sulfonyl)piperidin-4-yl-2,2,6,6-d4)-[1,2,4]triazolo[1,5-a]pyridine